BrC=1C=C2C=C(C(N(C2=NC1)CCN1CCOCC1)=O)C(=O)NC1CC2(C1)CCC2 6-bromo-1-(2-morpholinylethyl)-2-oxo-N-(spiro[3.3]hept-2-yl)-1,2-dihydro-1,8-naphthyridine-3-carboxamide